ClC1=CC=C(C=C1)[C@H](C(=O)N1CC2=NN(C=C2C1)C=1C2=C(N=CN1)NC=C2C)CNC(C)C (S)-2-(4-chlorophenyl)-3-(isopropylamino)-1-(2-(5-methyl-7H-pyrrolo[2,3-d]pyrimidin-4-yl)-2,6-dihydropyrrolo[3,4-c]pyrazol-5(4H)-yl)propan-1-one